O1C(=NC2=C1C=CC=C2)C2CC1(CC(C1)NC(=O)NCC1=CC=C(C=C1)OC)C2 1-(6-(benzo[d]oxazol-2-yl)spiro[3.3]heptan-2-yl)-3-(4-methoxybenzyl)urea